ClC1=CC(=NC(=N1)NC1CCC(CC1)(F)F)C(C)O 1-(6-chloro-2-((4,4-difluorocyclohexyl)amino)pyrimidin-4-yl)ethan-1-ol